Hexahydroterephthalamide C(C1CCC(C(=O)N)CC1)(=O)N